FC(C(=O)O)(F)F.COC=1C(=CC=2N(C1)N=C(C2)C)NC(=O)N2CCC=1C2=NC=CC1N1CCNCC1 N-(6-methoxy-2-methylpyrazolo[1,5-a]pyridin-5-yl)-4-(piperazin-1-yl)-2,3-dihydro-1H-pyrrolo[2,3-b]pyridine-1-carboxamide 2,2,2-trifluoroacetate